FC(S(=O)(=O)NC1=C(C=C(C=C1)C1=NNC(=C1C(=O)N)NC1=NOC(=C1)C1CCOCC1)O[C@@H](C)C1=CC=C(C=C1)F)F (S)-3-(4-((difluoromethyl)sulfonamido)-3-(1-(4-fluorophenyl)ethoxy)phenyl)-5-((5-(tetrahydro-2H-pyran-4-yl)isoxazol-3-yl)amino)-1H-pyrazole-4-carboxamide